(±)-(3-Methoxy-piperidin-1-yl)-quinoxalin-6-yl-methanone CO[C@H]1CN(CCC1)C(=O)C=1C=C2N=CC=NC2=CC1 |r|